1-(5-(1-((tert-butyldimethylsilyl)oxy)ethyl)-6-chloropyridin-2-yl)-5,6-dimethoxy-1H-benzo[d]imidazole [Si](C)(C)(C(C)(C)C)OC(C)C=1C=CC(=NC1Cl)N1C=NC2=C1C=C(C(=C2)OC)OC